C1(CCCCC1)NC(=O)NC1=CC(=CC=C1)[C@H](C)SC1=NN=CN1C (S)-1-cyclohexyl-3-(3-(1-((4-methyl-4H-1,2,4-triazol-3-yl)sulfanyl)ethyl)phenyl)urea